1-Decyl (6-bromo-7-fluoro-3-nitroquinolin-4-yl)-3-ethylcyclobutane-1-carboxylate BrC=1C=C2C(=C(C=NC2=CC1F)[N+](=O)[O-])C1(CC(C1)CC)C(=O)OCCCCCCCCCC